N(=[N+]=[N-])CCOCCCC1COC(OC1)(C)C 5-(3-(2-Azidoethoxy)propyl)-2,2-dimethyl-1,3-dioxane